C(#N)C=1C=CC(=C2C=CC=NC12)N1C[C@@]2(C[C@@]2(C1)C(F)(F)F)C(=O)N[C@@H]1C[C@@H](C1)N1CCOCC1 |o1:14,16| (1S,5R) or (1R,5S)-3-(8-cyanoquinolin-5-yl)-N-(cis-3-morpholinocyclobutyl)-5-(trifluoromethyl)-3-Azabicyclo[3.1.0]hexane-1-carboxamide